C(CCCCCCCCC(=O)N)CCCCCCCC(=O)N ethylenebisoctanoic acid amide